tert-butyl (R)-3-(4-(3-carbamoylisoxazol-5-yl)-N-(8-methylisoquinolin-1-yl)piperidine-1-carboxamido)piperidine-1-carboxylate C(N)(=O)C1=NOC(=C1)C1CCN(CC1)C(=O)N(C1=NC=CC2=CC=CC(=C12)C)[C@H]1CN(CCC1)C(=O)OC(C)(C)C